CNC(=O)C1=CC=2CCC(C(C2C=C1)=O)=CC1=C(C=CC=C1)C=1N=CN(C1)C(C1=CC=CC=C1)(C1=CC=CC=C1)C1=CC=CC=C1 N-methyl-5-oxo-6-(2-(1-trityl-1H-imidazol-4-yl)benzylidene)-5,6,7,8-tetrahydronaphthalene-2-carboxamide